C1=C(O[C@H]([C@@H]([C@H]1O)OS(=O)(=O)[O-])O[C@@H]2[C@H](O[C@@H]([C@@H]([C@H]2O)NS(=O)(=O)[O-])O)CO)C(=O)[O-] The molecule is a carbohydrate acid derivative anion that is HP_dp02_0008 [alpha-Delta4,5-UA(2S)-(1->4)-alpha-D-GlcpNS] in which the carboxy, sulfamic acid, and sulfooxy groups have undergone deprotonation. It is an organic sulfamate oxoanion, an organosulfate oxoanion and a carbohydrate acid derivative anion. It is a conjugate base of a HP_dp02_0008.